C(C)(C)(C)OC(=O)N1C(CC1)OCCOS(=O)(=O)C1=CC=C(C)C=C1 (2-(tosyloxy)ethoxy)azetidine-1-carboxylic acid tert-butyl ester